Cl.NC12CC3(CC(CC(C1)C3)C2)C(=O)O 3-aminoadamantane-1-carboxylic acid hydrochloride